C1(=CC=CC=C1)[SiH2]C1=CC=CC=C1 Diphenyl-silane